10-(3,4-difluorophenyl)-11-isopropyl-2,4,5,10-tetrazatricyclo[7.3.0.03,7]dodeca-1(9),2,5,7,11-pentaene FC=1C=C(C=CC1F)N1C=2C=C3C=NNC3=NC2C=C1C(C)C